CC1=CC(=NN1)NC1=NC(=C2C=CC=NC2=C1)N[C@H]1C[C@H](CC1)CC#N 2-[(1s,r)-3-[[7-[(5-methyl-1H-pyrazol-3-yl)amino]-1,6-naphthyridin-5-yl]amino]cyclopentyl]acetonitrile